ClC=1C=C(C=C(C1)OCCC(F)(F)F)N1C(N(C(C(=C1)C=1C(NC=CC1)=O)=O)C=1C=NC=CC1)=O 1-[3-chloro-5-(3,3,3-trifluoropropoxy)phenyl]-5-(2-oxo-1H-pyridin-3-yl)-3-(3-pyridyl)pyrimidine-2,4-dione